C(C1=CC=CC=C1)OC(=O)N1[C@H]2[C@@H](OCC1)CN(C2)C(CC(C(=O)O)(C)C)=O |o1:11,12| 4-((4aR*,7aS*)-4-((benzyloxy)carbonyl)hexahydropyrrolo[3,4-b][1,4]oxazin-6(2H)-yl)-2,2-dimethyl-4-oxobutanoic acid